N1(C=NC=C1)C1=C2C(=C(N=C1)C=1SC=3N=C(SC3N1)N([C@@H]1C[C@H](N(CC1)C(=O)OC(C)(C)C)C)C)N(C=C2)COCC[Si](C)(C)C |o1:20,22| tert-butyl (2R*,4S*)-4-[[2-[4-imidazol-1-yl-1-(2-trimethylsilylethoxymethyl)pyrrolo[2,3-c]pyridin-7-yl]thiazolo[5,4-d]thiazol-5-yl]-methyl-amino]-2-methyl-piperidine-1-carboxylate